OC=1C(=C2C=CC(=C(C2=C(C1)C)C)C(=O)O)C 6-hydroxy-1,5,8-trimethyl-2-naphthoic acid